ClC1=C(C(=CC=C1)Cl)F 1,3-dichloro-2-fluorobenzene